O1N=CC(=C1)C1=CN=CC(=N1)C(=O)NC1CCC(CC1)OC 6-(isoxazol-4-yl)-N-((1r,4r)-4-methoxycyclohexyl)pyrazine-2-carboxamide